1-(1H-benzo[d]imidazol-2-yl)-N-methylmethanamine hydrochloride Cl.N1C(=NC2=C1C=CC=C2)CNC